1-(4-(6-chloro-7-(2-isopropylphenyl)quinazolin-4-yl)piperazin-1-yl)prop-2-en-1-one ClC=1C=C2C(=NC=NC2=CC1C1=C(C=CC=C1)C(C)C)N1CCN(CC1)C(C=C)=O